(1R,2S,3R)-2-(4-(benzyloxy)butyl)-1-((R)-oxiran-2-yl)pent-4-ene-1,3-diol C(C1=CC=CC=C1)OCCCC[C@H]([C@@H](O)[C@@H]1OC1)[C@@H](C=C)O